FC1=C(C=C(C(=C1)OC)F)N1N=NC(=C1)C(O)C1=C(N=CC=2N1C=NC2)CC [1-(2,5-difluoro-4-methoxy-phenyl)-1H-[1,2,3]triazol-4-yl]-(6-ethyl-imidazo[1,5-a]pyrazin-5-yl)-methanol